NCCCCN1CCC(CC1)CN1CCN(CC1)C(=O)OCC1=CC=CC=C1 benzyl 4-[[1-(4-aminobutyl)-4-piperidyl]methyl]piperazine-1-carboxylate